1-(4-nitrophenyl)azetidin-3-ol [N+](=O)([O-])C1=CC=C(C=C1)N1CC(C1)O